Cl.NCC=1C=C(C=CC1)B(O)O [3-(aminomethyl)phenyl]boronic acid, hydrochloride